FC1(C[C@@H](N(C1)[C@@H]1CN(CC1)C)C(=O)NC=1C=CC=C2C(=CNC12)C1=NC(=NC=C1F)NC=1C(=NN(C1)C)OC)F (2R,3'S)-4,4-difluoro-N-(3-(5-fluoro-2-((3-methoxy-1-methyl-1H-pyrazol-4-yl)amino)pyrimidin-4-yl)-1H-indol-7-yl)-1'-methyl-[1,3'-bipyrrolidine]-2-carboxamide